5-(3-Hydroxybenzylidene)-2,2-dimethyl-1,3-dioxane-4,6-dione OC=1C=C(C=C2C(OC(OC2=O)(C)C)=O)C=CC1